CC1=CC=C(C=C1)S(=O)(=O)O.OC(C)C1=NC=CN1CCCCCCCCCCCCCCCCCC 1-hydroxyethyl-3-octadecylimidazole p-methylbenzenesulfonate